3-[5-(4-fluorophenyl)-1-tetrahydropyran-2-yl-6-tetrahydropyran-4-yl-pyrazolo[4,3-g]isoquinolin-8-yl]-2-methyl-propanoate FC1=CC=C(C=C1)C1=C(N=C(C2=CC3=C(C=C12)C=NN3C3OCCCC3)CC(C(=O)[O-])C)C3CCOCC3